4-(6-bromo-4-chloro-1H-benzo[d]imidazol-2-yl)phenol BrC=1C=C(C2=C(NC(=N2)C2=CC=C(C=C2)O)C1)Cl